bis(trimethylsilyl)-L-tartrate C[Si](C)(C)[C@]([C@](C(=O)[O-])(O)[Si](C)(C)C)(O)C(=O)[O-]